3-isobutyl-thiazolidine C(C(C)C)N1CSCC1